C(O)([2H])[2H] (2H2)methanol